7-Bromo-5-methoxy-1,2,3,4-tetrahydroisoquinoline-4-ol hydrochloride Cl.BrC1=CC(=C2C(CNCC2=C1)O)OC